1-methyl-9-[(6-methyl-3-pyridyl)methoxy]-4-(tetrahydropyran-2-ylmethoxy)-6,7-dihydrobenzo[a]quinolizin-2-one CC=1C(C=C(N2CCC3=C(C12)C=CC(=C3)OCC=3C=NC(=CC3)C)OCC3OCCCC3)=O